N-[1-{5-[3-(benzyloxy)phenyl]thiophen-2-yl}ethyl]-6,7-dimethoxy-2-methylquinazolin-4-amine C(C1=CC=CC=C1)OC=1C=C(C=CC1)C1=CC=C(S1)C(C)NC1=NC(=NC2=CC(=C(C=C12)OC)OC)C